O=S1(CC(C=C1)NC(=O)C=1C=C2C(=NC1O)SC(=C2)C=2C=C(C=CC2)C)=O N-(1,1-Dioxido-2,3-dihydrothiophen-3-yl)-6-hydroxy-2-(m-tolyl)thieno[2,3-b]pyridine-5-carboxamide